2,2'-[(4-benzyl-1,4,7-triazecane-1,7-diyl)bis(methylene)]bis[6-(aminomethyl)-4-methylphenol] C(C1=CC=CC=C1)N1CCN(CCCN(CC1)CC1=C(C(=CC(=C1)C)CN)O)CC1=C(C(=CC(=C1)C)CN)O